ClCC(=O)NC1=CC(=CC(=C1)F)F 2-chloro-N-(3,5-difluorophenyl)acetamide